C(C)OC(=O)C=1SC(=C(C1S(NC1=C(C(=C(C=C1)F)NC(C)=O)F)(=O)=O)C)C 3-(N-(3-acetamido-2,4-difluorophenyl)sulfamoyl)-4,5-dimethylthiophene-2-carboxylic acid ethyl ester